CC=1N=CN(C1)C=1C=C(CN2C[C@H](CCC2)O)C=C(C1)[N+](=O)[O-] (S)-1-(3-(4-methyl-1H-imidazol-1-yl)-5-nitrobenzyl)piperidin-3-ol